Racemic-trans-4-octyl-pyrrolidine-1,3-dicarboxylic acid 1-tert-butyl ester 3-ethyl ester C(C)OC(=O)[C@@H]1CN(C[C@H]1CCCCCCCC)C(=O)OC(C)(C)C |r|